C(C=C)N1C(N(C(N(C1=O)CC#CC[Si](C)(C)CC=C)=O)CC=CCC#N)=O 5-{3-allyl-5-[4-(allyl-dimethyl-silyl)-but-2-ynyl]-2,4,6-trioxo-[1,3,5]triazin-1-yl}-pent-3-enenitrile